[Cl-].Cl.ClC=1C=CC(=C(C1)C1=CC(=C(N=N1)C)NC1=CC(=NC=C1)NC(=O)CCN1CC[N+](CC1)(C)C)F N4-{2-[(4-{[6-(5-chloro-2-fluorophenyl)-3-methylpyridazin-4-yl]amino}pyridin-2-yl)carbamoyl]ethyl}-1,1-dimethylpiperazin-1-ium hydrochloride chloride